[Si](C)(C)(C(C)(C)C)O[C@@H]1CN(CC1)C1=C(C=C2C(=N1)N=C(S2)N2CCOCC2)NC(=O)C=2SC(=CC2)C2=CC(=NC=C2)C (S)-N-(5-(3-((tert-butyldimethylsilyl)oxy)pyrrolidin-1-yl)-2-morpholinothiazolo[4,5-b]pyridin-6-yl)-5-(2-methylpyridin-4-yl)thiophene-2-carboxamide